ClC=1C=C2C(=CC(=NC2=CC1)C(F)(F)F)N[C@@H]1C[C@@H](CCC1)N (1S,3R)-N1-(6-chloro-2-(trifluoromethyl)quinolin-4-yl)cyclohexane-1,3-diamine